5-(methyl-(4-propylphenyl)amino)isoindolin CN(C=1C=C2CNCC2=CC1)C1=CC=C(C=C1)CCC